FC1=CC=2N(C=C1)C(=CN2)C2=C1CN(C(C1=C(C=C2)NC2=CC=C1C(=N2)CN(C12CCOCC2)CCN2CCOCC2)=O)C(=O)OC(C)(C)C tert-butyl 4-(7-fluoroimidazo[1,2-a]pyridin-3-yl)-7-((6'-(2-morpholinoethyl)-2,3,5,6,6',7'-hexahydrospiro[pyran-4,5'-pyrrolo[3,4-b]pyridin]-2'-yl) amino)-1-oxoisoindoline-2-carboxylate